[Al+3].C(CCCCCCC\C=C/CCCCCCCC)(=O)[O-].C(CCCCCCC\C=C/CCCCCCCC)(=O)[O-].C(CCCCCCC\C=C/CCCCCCCC)(=O)[O-] tris(oleate) aluminum